1-(benzyloxy)-4-bromo-7-fluoro-2,3-dihydro-1H-indene C(C1=CC=CC=C1)OC1CCC2=C(C=CC(=C12)F)Br